BrC1=CC=C(C[C@H](N)C(=O)O)C=C1 p-bromophenylalanine